C(C(=C)C)(=O)OCCC[Si](OCC)(OCC)OCC [3-(methacryloyloxy)propyl]triethoxysilane